3-(3-Chloro-5-(cyclopropylmethoxy)phenyl)-5-(2,4-dimethoxypyrimidin-5-yl)-2H-[1,3'-bipyridin]-2-one ClC=1C=C(C=C(C1)OCC1CC1)C=1C(N(C=C(C1)C=1C(=NC(=NC1)OC)OC)C=1C=NC=CC1)=O